1,3-dimethyl-5-phenyl-6-chlorouracil CN1C(=O)N(C(=O)C(=C1Cl)C1=CC=CC=C1)C